tertbutyl 4-(3-fluoro-2-methoxyphenyl)-3-methylpiperazine-1-carboxylate FC=1C(=C(C=CC1)N1C(CN(CC1)C(=O)OC(C)(C)C)C)OC